4-(4-bromo-2-trifluoromethyl-phenyl)-morpholine BrC1=CC(=C(C=C1)N1CCOCC1)C(F)(F)F